NC=1C=2N(C3=CC(=C(C=C3N1)F)C(=O)N(C)[C@@H]1COC3=C1C=CC(=C3)C(C)C)C=NC2 (S)-4-amino-7-fluoro-N-(6-isopropyl-2,3-dihydrobenzofuran-3-yl)-N-methylimidazo[1,5-a]quinoxaline-8-carboxamide